ethyl 7-bromo-6-methoxy-1-(3-thienyl)-4H-indeno[1,2-c]pyrazole-3-carboxylate BrC1=C(C=C2CC3=C(N(N=C3C(=O)OCC)C3=CSC=C3)C2=C1)OC